(2,4,6-trimethyl-benzoyl)diphenyl-phosphine oxide CC1=C(C(=O)P(C2=CC=CC=C2)(C2=CC=CC=C2)=O)C(=CC(=C1)C)C